1-(4-(4-amino-2-ethyl-1H-imidazo[4,5-c]quinolin-1-yl)butyl)-1-(tetrahydro-2H-pyran-4-yl)urea NC1=NC=2C=CC=CC2C2=C1N=C(N2CCCCN(C(=O)N)C2CCOCC2)CC